(3S)-β-amino-2-hydroxy-5-phenylpentanoic acid N[C@H](C(C(=O)O)O)CCC1=CC=CC=C1